5-[(2-Carboxyphenyl)azo]-2-hydroxybenzoic acid C(=O)(O)C1=C(C=CC=C1)N=NC=1C=CC(=C(C(=O)O)C1)O